FC=1C(=NC=C(C1)C(C(C(F)(F)F)(F)F)(F)F)NC(=O)C1=C(C=CC(=C1)[N+](=O)[O-])SC1=NN=NN1CCC(=O)O 3-{5-[(2-{[3-fluoro-5-(1,1,2,2,3,3,3-heptafluoropropyl)pyridin-2-yl]carbamoyl}-4-nitrophenyl)sulfanyl]-1H-1,2,3,4-tetrazol-1-yl}propanoic acid